BrCC/C=C/CCSC1=CC=NC2=CC(=CC=C12)C(F)(F)F (E)-4-((6-Bromohex-3-en-1-yl)thio)-7-(trifluoromethyl)quinoline